FC=1C=C(C=C(C1C=1C=C2C(=CN1)NN=C2C=2C=NN(C2)C)F)NC2CCC2 (3,5-difluoro-4-(3-(1-methyl-1H-pyrazol-4-yl)-1H-pyrazolo[3,4-c]pyridin-5-yl)phenyl)cyclobutylamine